ClC1=C(C=CC(=C1NC=1C(=C2C(N(C=NC2=CC1)C)=O)Cl)F)NS(=O)(=O)N1CC(C1)COC(F)F N-(2-chloro-3-((5-chloro-3-methyl-4-oxo-3,4-dihydroquinazolin-6-yl)amino)-4-fluorophenyl)-3-((difluoromethoxy)methyl)azetidine-1-sulfonamide